trans-3-[(4-Fluorophenoxy)methyl]-4-methyl-2-[6-methyl-3-(1,3-thiazol-2-yl)pyridin-2-carbonyl]-2-azabicyclo[3.1.1]heptan FC1=CC=C(OCC2N(C3CC(C2C)C3)C(=O)C3=NC(=CC=C3C=3SC=CN3)C)C=C1